NC(C)C1=CC(=CC2=CC=CC=C12)C1=CC(=CN1)C(=O)OC methyl 5-(4-(1-aminoethyl)naphthalen-2-yl)-1H-pyrrole-3-carboxylate